FC(C(F)(F)F)(C=1N=C(C2=C(N1)N1C(C=C2)=NC(=C1)C(=O)OCC)C(C(F)(F)F)(F)F)F ethyl 2,4-bis(perfluoroethyl)imidazo[1',2':1,6]pyrido[2,3-d]pyrimidine-8-carboxylate